C[C@]12CC(C[C@](CC1)(N2)C)N(C2=CC=C(N=N2)C2=C(C=C(C(=C2F)F)C2=CN=NC(=C2)OC([2H])([2H])[2H])O)C([2H])([2H])[2H] 2-(6-(((1R,3S,5S)-1,5-dimethyl-8-azabicyclo[3.2.1]octan-3-yl)(methyl-d3)amino)pyridazin-3-yl)-3,4-difluoro-5-(6-(methoxy-d3)pyridazin-4-yl)phenol